10-azido-2,4,6,8-tetraoxadecan-1-amine N(=[N+]=[N-])CCOCOCOCOCN